COC=1C=C(C=CC1OC)/C=C/C(=O)C1=C(C=CC=C1O[C@@H]1O[C@@H]([C@H]([C@@H]([C@H]1O)O)O)CO)O (E)-3-(3,4-Dimethoxyphenyl)-1-[2-hydroxy-6-[(2S,3R,4S,5S,6R)-3,4,5-trihydroxy-6-(hydroxymethyl)oxan-2-yl]oxyphenyl]prop-2-en-1-one